N1CCC(CC1)CC1CC2(CN(C2)C(=O)OC(C)(C)C)C1 tert-butyl 6-(4-piperidylmethyl)-2-azaspiro[3.3]heptane-2-carboxylate